N1(CCOCC1)C1=CN=CC(=N1)C1=CNC2=CC=C(C=C12)C1=NN=C(S1)N 5-[3-(6-morpholin-4-ylpyrazin-2-yl)-1H-indol-5-yl]-1,3,4-thiadiazol-2-amine